benzyl (1-((1-(4-(2,6-bis(benzyloxy)pyridin-3-yl)phenyl)azetidin-3-yl)methyl)piperidin-4-yl)carbamate C(C1=CC=CC=C1)OC1=NC(=CC=C1C1=CC=C(C=C1)N1CC(C1)CN1CCC(CC1)NC(OCC1=CC=CC=C1)=O)OCC1=CC=CC=C1